O1CCC(=CC1)C1=NN2C(N(C(=C(C2=O)N2CCNCC2)CC)CC(=O)NC2=C(C=C(C=C2)C(F)(F)F)F)=N1 2-(2-(3,6-Dihydro-2H-pyran-4-yl)-5-ethyl-7-oxo-6-(piperazin-1-yl)-[1,2,4]triazolo[1,5-a]pyrimidin-4(7H)-yl)-N-(2-fluoro-4-(trifluoromethyl)phenyl)acetamide